ethyl 3-(3'-ethoxy-4'-(7-oxo-6,7-dihydro-3H-[1,2,3]triazolo[4,5-d]pyrimidin-5-yl)-[1,1'-biphenyl]-3-yl)-2,2-dimethylpropionate C(C)OC=1C=C(C=CC1C=1NC(C2=C(N1)NN=N2)=O)C2=CC(=CC=C2)CC(C(=O)OCC)(C)C